C1(=CC=CC=C1)N1C2=CC=CC=C2C=2C=C(C=CC12)C=1C=C(C=CC1)C=1C2=C(N=CN1)C1=C(O2)C=CC=C1 4-[3-(9-phenyl-9H-carbazol-3-yl)phenyl]-benzofuro[3,2-d]pyrimidine